C(C(=C)C)(=O)OCCOP(=O)(OCCOC(C(=C)C)=O)[O-] Bis(2-Methacryloyloxyethyl)-phosphat